FC1=C(C(=CC=C1)OC)C1=C(C=CC(=N1)NC1=NC=C(C(=O)N[C@H]2C[C@@H](CC2)NC(OC(C)(C)C)=O)C(=C1)N1C[C@H](CCC1)O)[N+](=O)[O-] tert-butyl ((1R,3R)-3-(6-((6-(2-fluoro-6-methoxyphenyl)-5-nitropyridin-2-yl)amino)-4-((S)-3-hydroxypiperidin-1-yl)nicotinamido)cyclopentyl)carbamate